ClC=1N=C2C(=C(C(N(C2=CC1)C)=O)C#N)N1CCC(CC1)OC1=C(C=CC=C1)Cl 6-Chloro-4-(4-(2-chlorophenoxy)piperidin-1-yl)-1-methyl-2-oxo-1,2-dihydro-1,5-naphthyridin-3-carbonitril